26-(2-hydroxy-3-methoxy-propylamino)-hexacosanal OC(CNCCCCCCCCCCCCCCCCCCCCCCCCCC=O)COC